tert-butyl (R)-2-(3-(bromomethyl)-4-(methoxycarbonyl)phenyl)piperidine-1-carboxylate BrCC=1C=C(C=CC1C(=O)OC)[C@@H]1N(CCCC1)C(=O)OC(C)(C)C